2-Amino-7-fluoro-4-(5-fluoro-3-((S)-3-(4-(propan-2-yl-1,1,1,3,3,3-d6)piperazin-1-yl)pyrrolidin-1-yl)-7,9-dihydrofuro[3,4-f]quinazolin-6-yl)thieno[3,2-c]pyridine-3-carbonitrile NC1=C(C=2C(=NC=C(C2S1)F)C=1C2=C(C=3C=NC(=NC3C1F)N1C[C@H](CC1)N1CCN(CC1)C(C([2H])([2H])[2H])C([2H])([2H])[2H])COC2)C#N